C(CCNC([O-])=O)NC([O-])=O 1,3-Propylenbiscarbamat